NC1=NC=C(C2=C1C=NN2)NC(C(N2[C@@H](CC[C@H](C2)C)C2=CN=CO2)=O)=O |r| N-(4-amino-1H-pyrazolo[4,3-c]pyridin-7-yl)-2-oxo-2-[rac-(2S,5R)-5-methyl-2-oxazol-5-yl-1-piperidyl]acetamide